NC=1C=CC(=C(C1)C#CC(C)(O)C)Cl 4-(5-Amino-2-chlorophenyl)-2-methylbut-3-yn-2-ol